((4aS,5R,6S,8aS)-6-((5R,6S)-6-(hydroxymethyl)-5-methyl-4,5,6,7-tetrahydro-1H-indazol-5-yl)-8a-methyl-1,4,4a,5,6,7,8,8a-octahydroindeno[1,2-c]pyrazol-5-yl)methanol OC[C@@H]1[C@@](CC=2C=NNC2C1)(C)[C@@H]1[C@H]([C@@H]2CC3=C(NN=C3)[C@]2(CC1)C)CO